ClC=1C=2N(C=CC1)N=C(C2)[C@@H]2N(CCC1=C2N=CN1)C=1OC(=NN1)C(C)C (R)-2-(4-(4-chloropyrazolo[1,5-a]pyridin-2-yl)-1,4,6,7-tetrahydro-5H-imidazo[4,5-c]pyridin-5-yl)-5-isopropyl-1,3,4-oxadiazole